C1(C=CC=C1)[Hf](N(C)C)(N(C)C)N(C)C cyclopentadienyltris(dimethylamino)Hafnium